(R)-N-(2-(4-cyanothiazolidin-3-yl)-2-oxoethyl)-6-(4-(trifluoromethyl)-piperidine-1-yl)quinoline-4-carboxamide C(#N)[C@H]1N(CSC1)C(CNC(=O)C1=CC=NC2=CC=C(C=C12)N1CCC(CC1)C(F)(F)F)=O